1-(tetrahydro-2H-pyran-2-yl)-4,6-dihydro-1H-furo[3,4-c]pyrazole O1C(CCCC1)N1N=CC2=C1COC2